C1(=C2C=3C=CC=CC3C3=C(C2=C(C(=C1C#N)C#N)C#N)C(=C(N=C3)C#N)C#N)C#N Azabenzophenanthrenehexacarbonitrile